ClC=1C=C(C=CC1)NC(=O)C1=CC=C(O1)C1=CC=C(OC2CCN(CC2)C(=O)OC(C)(C)C)C=C1 tert-Butyl 4-(4-(5-((3-chlorophenyl)carbamoyl)furan-2-yl)phenoxy)piperidine-1-carboxylate